C(C)(CC)N1N=CC2=C(C1=O)C(=CS2)NC2=CC(=NC=C2C(=O)O)NC(=O)C2CC2 4-((5-(Sec-butyl)-4-oxo-4,5-dihydrothieno[2,3-d]pyridazin-3-yl)amino)-6-(cyclopropanecarboxamido)nicotinic acid